methyl 2-(4,4-difluoro-3-methylpiperidin-1-yl)-4,6-dimethylnicotinate FC1(C(CN(CC1)C1=C(C(=O)OC)C(=CC(=N1)C)C)C)F